The molecule is a phosphatidylinositol where the 1- and 2-O-acyl groups are hexadecanoyl and heptadecanoyl respectively. It has a role as an epitope. CCCCCCCCCCCCCCCCC(=O)O[C@H](COC(=O)CCCCCCCCCCCCCCC)COP(=O)(O)OC1[C@@H]([C@H](C([C@H]([C@H]1O)O)O)O)O